tert-butyl (S)-4-(5-cyclobutyl-7-(3-fluorophenyl)-7H-pyrrolo[2,3-d]pyrimidin-4-yl)-3-methylpiperazine-1-carboxylate C1(CCC1)C1=CN(C=2N=CN=C(C21)N2[C@H](CN(CC2)C(=O)OC(C)(C)C)C)C2=CC(=CC=C2)F